(R)-3-(1-(1-((R)-1-(2,4-dichlorophenyl)ethyl)-3-(trifluoromethyl)-1H-pyrazolo[3,4-b]pyrazin-6-yl)azetidin-3-yl)piperidin-1-ol ClC1=C(C=CC(=C1)Cl)[C@@H](C)N1N=C(C=2C1=NC(=CN2)N2CC(C2)[C@@H]2CN(CCC2)O)C(F)(F)F